2-(2-(2-(benzyloxy)ethoxy)-4-chlorophenyl)acetyl chloride C(C1=CC=CC=C1)OCCOC1=C(C=CC(=C1)Cl)CC(=O)Cl